1,1,1,3,3,3-Hexafluoropropan-2-yl (R)-1-(((tetrahydro-2H-pyran-4-yl)methyl)carbamoyl)-6-azaspiro[2.5]octan-6-carboxylat O1CCC(CC1)CNC(=O)[C@@H]1CC12CCN(CC2)C(=O)OC(C(F)(F)F)C(F)(F)F